Methyl palmitate Methyl-hexadecanoate COC(CCCCCCCCCCCCCCC)=O.C(CCCCCCCCCCCCCCC)(=O)OC